(M)-5-Amino-4-(5-chloro-4-methylpyridin-3-yl)-3-cyano-1-methyl-1H-pyrrolo[2,3-b]pyridine-6-carboxamide NC=1C(=C2C(=NC1C(=O)N)N(C=C2C#N)C)C=2C=NC=C(C2C)Cl